[N+](=O)([O-])C1=CC=C(C=C1)[C@H](CC(C)=O)O (4S)-4-(4'-nitrophenyl)-4-hydroxy-2-butanone